C(C)N1N=CC=2C=NC(=CC21)NC2=CC(=NC(=N2)N2CCCC2)N2CCN(CC2)C(=O)NCCOC 4-{6-[(1-ethyl-1H-pyrazolo[4,3-c]pyridin-6-yl)amino]-2-(pyrrolidin-1-yl)pyrimidin-4-yl}-N-(2-methoxyethyl)piperazine-1-carboxamide